C(C)OC1=NC=C(C=N1)C=1N=C(SC1)OC1=CC(=C(C=C1)NC1=NC=NC2=CC(=C(C=C12)NC1CCN(CC1)C(C=C)=O)OC)F 1-(4-((4-((4-((4-(2-ethoxypyrimidin-5-yl)thiazol-2-yl)oxy)-2-fluorophenyl)amino)-7-methoxyquinazolin-6-yl)amino)piperidin-1-yl)prop-2-en-1-one